O=C(C(=O)[O-])CCCCO 2-keto-6-hydroxyhexanoate